3-[(1S,2R)-2-(4-chloro-2-fluoro-5-methylphenyl)cyclopropyl]-1-cyclopropyl-1-[(3R)-1-(pyridazin-3-yl)piperidin-3-yl]urea ClC1=CC(=C(C=C1C)[C@@H]1[C@H](C1)NC(N([C@H]1CN(CCC1)C=1N=NC=CC1)C1CC1)=O)F